ClCC=1N=C2N(C=C(C=C2)C=C)C1 2-(chloromethyl)-6-ethenylimidazo[1,2-a]pyridine